P(=O)(OCC(CCCC)OC(C(=C)C)=O)(OCC(CCCC)OC(C(=C)C)=O)[O-] Bis[2-(methacryloyloxy) hexyl] phosphate